C(OC[C@]1(O[C@H]([C@@H]2OC(O[C@@H]21)(C)C)C2=CC=C1C(=NC=NN12)N)C#N)(OCCC(C)C)=O ((3aS,4R,6S,6aS)-6-(4-aminopyrrolo[2,1-f][1,2,4]triazin-7-yl)-4-cyano-2,2-dimethyltetrahydrofuro[3,4-d][1,3]dioxol-4-yl)methyl isopentyl carbonate